C1(=CC=CC=C1)C1=C2C=CC=NC2=C2N=CC=CC2=C1C1=CC=CC=C1 5,6-diphenyl-1,10-phenanthroline